NN1CC(=CC(=C1)N)N 1,3,5-triaminopyridine